2-Amino-4-[3-[2-(dimethylamino)ethoxy]-5-fluoro-1-[3-(3-hydroxypropyl)-3,8-diazabicyclo[3.2.1]octan-8-yl]-7,9-dihydrofuro[3,4-f]quinazolin-6-yl]-5-fluoro-benzothiophene-3-carbonitrile NC=1SC2=C(C1C#N)C(=C(C=C2)F)C=2C1=C(C=3C(=NC(=NC3C2F)OCCN(C)C)N2C3CN(CC2CC3)CCCO)COC1